CCCCC/C=C\C/C=C\CCCCCCCCCC(=O)O[C@H](COC(=O)CCCCCCC/C=C\C/C=C\C/C=C\CC)COP(=O)(O)OC[C@@H](C(=O)O)N 1-(9Z,12Z,15Z-octadecatrienoyl)-2-(11Z,14Z-eicosadienoyl)-glycero-3-phosphoserine